(7R,14R)-1-(difluoromethoxy)-11-{6-[1-(methylsulfonyl)cyclopropyl]pyridin-3-yl}-6,7-dihydro-7,14-methanobenzimidazo[1,2-b][2,5]benzodiazocin-5(14H)-one FC(OC1=CC=CC=2C(N[C@H]3C=4N([C@@H](C21)C3)C3=C(N4)C=CC(=C3)C=3C=NC(=CC3)C3(CC3)S(=O)(=O)C)=O)F